O[C@@H](C(=O)[O-])[C@H](C(=O)[O-])O (2R,3R)-2,3-dihydroxybutanedioate